N1CC(C1)N1C(=C(C2=CC=CC(=C12)OCC1=CC=CC=C1)C1=CC=C(C=C1)F)C1CCOCC1 1-(azetidin-3-yl)-7-benzyloxy-3-(4-fluorophenyl)-2-tetrahydropyran-4-yl-indole